tert-butyl (S)-8-amino-9-cyano-10-fluoro-1,2,4a,5-tetrahydrobenzo[b]pyrazino[1,2-d][1,4]oxazine-3(4H)-carboxylate NC=1C(=C(C2=C(OC[C@H]3N2CCN(C3)C(=O)OC(C)(C)C)C1)F)C#N